ClC=1C(=NC(=NC1)NC1CCOCC1)C1CC=C2CN(C(C2=C1)=O)CC(=O)NCC1=CC=C2C=CN(C2=C1)C 2-(6-{5-chloro-2-[(oxacyclohex-4-yl)amino]pyrimidin-4-yl}-1-oxo-2,3-dihydro-6H-isoindol-2-yl)-N-[(1-methyl-1H-indol-6-yl)methyl]acetamide